6-methoxy-1-amino-3-(beta-hydroxyethyl)aminobenzene COC1=CC=C(C=C1N)NCCO